((7-bromo-8-fluoro-6-iodo-2-(((S)-1-methylpyrrolidin-2-yl)methoxy)-3-nitroquinolin-4-yl)(tert-butoxycarbonyl)amino)-2-azabicyclo[2.1.1]hexane-2-carboxylic acid tert-butyl ester C(C)(C)(C)OC(=O)N1C2(CC(C1)C2)N(C(=O)OC(C)(C)C)C2=C(C(=NC1=C(C(=C(C=C21)I)Br)F)OC[C@H]2N(CCC2)C)[N+](=O)[O-]